racemic-isobutyl-succinonitrile C(C(C)C)[C@@H](C#N)CC#N |r|